(E)-3-(2-(dimethylamino)ethylidene)-1-(4-((3-methyl-4-((1-methyl-1H-benzo[d]imidazol-5-yl)oxy)phenyl)amino)pyrido[3,4-d]pyrimidin-6-yl)pyrrolidin-2-one CN(C\C=C/1\C(N(CC1)C1=CC2=C(N=CN=C2NC2=CC(=C(C=C2)OC2=CC3=C(N(C=N3)C)C=C2)C)C=N1)=O)C